C(C)(C)(C)NC1=NC=C(C(=N1)N[C@H]1C[C@H]([C@@H](CC1)C)O)C(CC)=O 1-(2-(tert-butylamino)-4-(((1R,3R,4R)-3-hydroxy-4-methylcyclohexyl)amino)pyrimidin-5-yl)propan-1-one